sodium 2-aminopyrimidine-4-thiolate NC1=NC=CC(=N1)[S-].[Na+]